chloro-(R)-N-(2,2,2-trifluoro-1-(4-methoxyphenyl)ethyl)imidazo[1,2-a]pyridine-6-sulfonamide ClC=1N=C2N(C=C(C=C2)S(=O)(=O)N[C@@H](C(F)(F)F)C2=CC=C(C=C2)OC)C1